COC1=CC=C(CNS(=O)(=O)/C=C/CC2CN(C2)C(=O)OC(C)(C)C)C=C1 (E)-tert-butyl 3-(3-(N-(4-methoxybenzyl)sulfamoyl)allyl)azetidine-1-carboxylate